1-octanoyloxy-pyrene-3,6,8-trisulphonic acid trisodium salt [Na+].[Na+].[Na+].C(CCCCCCC)(=O)OC1=CC(=C2C=CC=3C(=CC(=C4C=CC1=C2C34)S(=O)(=O)[O-])S(=O)(=O)[O-])S(=O)(=O)[O-]